(14S)-14-methyl-9,12,15-trioxa-4,20,21-triazatetracyclo[14.5.2.12,6.019,22]tetracosa-1(21),2(24),3,5,16(23),17,19(22)-heptaene C[C@H]1COCCOCCC2=CN=CC(C3=NNC=4C=CC(O1)=CC34)=C2